(E)-6-(4-Phenylcyclohexyl)(3-trifluoromethylbenzyl)-1H-pyrimidine-2,4-dione C1(=CC=CC=C1)C1CCC(CC1)C1=CC(NC(N1CC1=CC(=CC=C1)C(F)(F)F)=O)=O